(R)-6-chloro-N-(2,2-difluorocyclobutyl)-8-((4-methoxybenzyl)(methyl)amino)imidazo[1,2-b]pyridazine-3-carboxamide ClC=1C=C(C=2N(N1)C(=CN2)C(=O)N[C@H]2C(CC2)(F)F)N(C)CC2=CC=C(C=C2)OC